7-hydroxy-4-methyl-2-oxo-2H-1-benzopyran OC1=CC2=C(C(=CC(O2)=O)C)C=C1